OC=1C(C(C(NN1)=O)O)=O dihydroxy-o-diazabenzene-3,5-dione